C(C)(=O)N(C(C1=C(C=C(C=C1)C(F)(F)F)S(=O)(=O)CC)=O)C1=C(C=C(C=C1)OC(F)(F)F)Br N-acetyl-N-[2-bromo-4-(trifluoromethoxy)phenyl]-2-ethylsulfonyl-4-(trifluoromethyl)benzamide